2-chloro-1-(8-ethyl-2-oxa-5,8-diazaspiro[3.4]oct-5-yl)ethan-1-one ClCC(=O)N1C2(COC2)N(CC1)CC